ClC1=CC(=C(C=C1)C1=CN=C2C(=N1)NN=C2)F 6-(4-Chloro-2-fluorophenyl)-1H-pyrazolo[3,4-b]pyrazin